FC1=C(C=CC(=C1F)C1=NOC(=N1)C(F)(F)F)N1[C@@H](CCC1=O)C(=O)OC(C)(C)C tert-butyl (S)-1-(2,3-difluoro-4-(5-(trifluoromethyl)-1,2,4-oxadiazol-3-yl)phenyl)-5-oxopyrrolidine-2-carboxylate